5-(3,4-dibromothiophen-2-yl)thioanthracene tetrafluoroborate F[B-](F)(F)F.BrC1=C(SC=C1Br)SC1=C2C=C3C=CC=CC3=CC2=CC=C1